1-(4-fluorobenzyl)cyclopropane-1-carboxylic acid FC1=CC=C(CC2(CC2)C(=O)O)C=C1